[C@@H]1([C@H](O)[C@H](O)[C@@H](CO)O1)N1C=NC=2C(N)=NC=NC12 ADENOSIN